COC=1C=C(C=C(C1)OC)NCC1=C(C2=C(N=C1)NC=C2)NC 5-{[(3,5-dimethoxyphenyl)amino]methyl}-N-methyl-1H-pyrrolo[2,3-b]pyridin-4-amine